7-Bromo-1-oxophthalazin BrC1=CC=C2C=NNC(C2=C1)=O